N-(2,6-diisopropylphenyl)-3-iodobenzamidine C(C)(C)C1=C(C(=CC=C1)C(C)C)NC(C1=CC(=CC=C1)I)=N